NN1C(=NN=C1CCC=1C=NC=CC1)SCC(=O)NC=1SC2=C(N1)C=CC(=C2)OC 2-((4-Amino-5-(2-(pyridin-3-yl)ethyl)-4H-1,2,4-triazol-3-yl)thio)-N-(6-methoxybenzothiazol-2-yl)acetamid